F[C@H]1[C@H](C2=C(N(C=C2C(F)(F)F)C=2C(=C(C#N)C=CC2)F)[C@H]1F)O (4S,5S,6R)-(5,6-difluoro-4-hydroxy-3-(trifluoromethyl)-5,6-dihydrocyclopenta[b]pyrrole-1(4H)-yl)-2-fluorobenzonitrile